2,4,6-Trimethylbenzoylphenylphosphonic acid ethyl ester C(C)OP(O)(=O)C1=C(C=CC=C1)C(C1=C(C=C(C=C1C)C)C)=O